ClC=1N=C(C2=C(N1)CCN(C2)C(=O)OC(C)(C)C)SC tert-butyl 2-chloro-4-(methylthio)-7,8-dihydropyrido[4,3-d]pyrimidine-6(5H)-carboxylate